C(C(C)C)(=O)OCCOC(=O)Cl (chlorocarbonyl)oxyethyl isobutyrate